4-(2-isopropyl-4-methylthiazol-5-yl)pyrimidin-2-amine C(C)(C)C=1SC(=C(N1)C)C1=NC(=NC=C1)N